2-amino-5-methyl-benzoic acid NC1=C(C(=O)O)C=C(C=C1)C